N1=CNC2=C1C=CC(=C2)C(=O)OC Methyl benzimidazole-5-carboxylate